N-[(S)-(4,4-Difluorocyclohexyl)-[7-[[(3R*,5S)-2-oxo-5-(trifluoromethyl)pyrrolidin-3-yl]methyl]imidazo[1,2-b]pyridazin-2-yl]methyl]-4-methyl-1,2,5-oxadiazole-3-carboxamide FC1(CCC(CC1)[C@H](NC(=O)C1=NON=C1C)C=1N=C2N(N=CC(=C2)C[C@H]2C(N[C@@H](C2)C(F)(F)F)=O)C1)F |o1:26|